5-(3-(1-(2,2-difluorocyclopropyl)-1H-pyrazol-4-yl)-2-fluoro-6-hydroxyphenyl)-1,2,5-thiadiazolidin-3-one 1,1-dioxide FC1(C(C1)N1N=CC(=C1)C=1C(=C(C(=CC1)O)N1CC(NS1(=O)=O)=O)F)F